2,4-dichloro-6-tertiary octylamino-s-triazine ClC1=NC(=NC(=N1)Cl)NC(C)(C)CC(C)(C)C